C(C)O[BH-](OCC)OCC.[K+] Potassium triethoxyborohydride